ClC=1N(C(C2=CC(=CC(=C2C1)[C@@H](C)NC1=C(C(=C(C=C1)F)F)C(F)F)C)=O)C (R)-3-chloro-5-(1-((2-(difluoromethyl)-3,4-difluorophenyl)amino)ethyl)-2,7-dimethylisoquinolin-1(2H)-one